P(=O)(OC1=C(C=C(C=C1)P(=O)(OCC)OCC)CO)(OCC)OCC [4-diethoxyphosphoryl-2-(hydroxymethyl)phenyl] diethyl phosphate